tributylammonium hydrogen malate C(C(O)CC(=O)[O-])(=O)O.C(CCC)[NH+](CCCC)CCCC